N-[(4-Chlorophenyl)-methyl]-4-methyl-2-methylsulfanyl-6-morpholin-4-yl-pyridine ClC1=CC=C(C=C1)CN1C(C=C(C=C1N1CCOCC1)C)SC